5,5,5-trimethoxy-2-methylpent-1-en-3-yne COC(C#CC(=C)C)(OC)OC